N[S@@](=NC(CC1=C(C2=C(OC(O2)(F)F)C=C1C(C)C)C(C)C)=O)(=O)C1=NN(C=C1F)CC (S)-N-(amino(1-ethyl-4-fluoro-1H-pyrazol-3-yl)(oxo)-λ6-sulfaneylidene)-2-(2,2-difluoro-4,6-diisopropylbenzo[d][1,3]dioxol-5-yl)acetamide